5-{2-[2-(5-Ethoxychinolin-8-sulfonamido)phenyl]ethynyl}-4-methoxypyridin C(C)OC1=C2C=CC=NC2=C(C=C1)S(=O)(=O)NC1=C(C=CC=C1)C#CC=1C(=CC=NC1)OC